1-((R)-1-(4-(8-(but-3-en-1-yloxy)imidazo[1,2-a]pyrazin-6-yl)pyridin-2-yl)ethyl)-1-ethyl-3-((S)-7,7,7-trifluorohept-1-en-4-yl)urea C(CC=C)OC=1C=2N(C=C(N1)C1=CC(=NC=C1)[C@@H](C)N(C(=O)N[C@H](CC=C)CCC(F)(F)F)CC)C=CN2